OCCN1N=CC(=C1)B(O)O [1-(2-hydroxyethyl)-1H-pyrazol-4-yl]Boronic acid